FC1=CC=C(C=C1)C1=NN(C=C1C=1C2=C(N=CN1)OC(=C2)C=2CCN(CC2)C(C)=O)CC(C)(C)O [4-{4-[3-(4-Fluorophenyl)-1-(2-hydroxy-2-methylpropyl)-1H-pyrazol-4-yl]furo[2,3-d]pyrimidin-6-yl}-3,6-dihydropyridin-1(2H)-yl]ethan-1-one